OC1=C(OC2=CC(=CC=C2C1=O)CCCCCCCCCCCCCCC)C1=CC=CC=C1 3-hydroxy-7-pentadecyl-2-phenyl-4H-chromen-4-one